triphenyl phosphorothioate (triphenylthiophosphate) C1(=CC=CC=C1)S(=P(O)(O)O)(C1=CC=CC=C1)C1=CC=CC=C1.P(OC1=CC=CC=C1)(OC1=CC=CC=C1)(OC1=CC=CC=C1)=S